3,6,9-trioxaundecanoic acid C(COCCOCCOCC)(=O)O